5-Benzyl-N-(4-(5-(methylcarbamoyl)-1H-benzo[d]imidazol-1-yl)benzyl)isoxazol-3-formamide C(C1=CC=CC=C1)C1=CC(=NO1)C(=O)NCC1=CC=C(C=C1)N1C=NC2=C1C=CC(=C2)C(NC)=O